C12CN(CC(CC1)N2)C2=CC=CC(=N2)N2CC=1C(=NC=CC1C2=O)C2=C(C=CC=C2OC)F 2-(6-(3,8-diazabicyclo[3.2.1]oct-3-yl)pyridin-2-yl)-4-(2-fluoro-6-methoxyphenyl)-2,3-dihydro-1H-pyrrolo[3,4-c]pyridin-1-one